1-(4-(Benzo[d]thiazol-7-yl)benzyl)-3-(2-ethynyl-thiazol-4-yl)urea S1C=NC2=C1C(=CC=C2)C2=CC=C(CNC(=O)NC=1N=C(SC1)C#C)C=C2